N1(CCCC1)CCOC=1C=C(C=CC1)B(O)O (3-[2-(PYRROLIDIN-1-YL)ETHOXY]PHENYL)BORANEDIOL